BrC1(CC=C(C=C1)C1=CC=CC=C1)C1=CC(=CC=C1)Cl 1-bromo-3'-chloro-4-phenylbiphenyl